4-chloro-N-(1-(5-(3-(2-cyanoethoxy)benzoyl)-5,6,7,8-tetrahydro-1,5-naphthyridin-2-yl)ethyl)benzamide ClC1=CC=C(C(=O)NC(C)C2=NC=3CCCN(C3C=C2)C(C2=CC(=CC=C2)OCCC#N)=O)C=C1